BrC=1N=C(C=2N(C1)C=C(N2)C(=O)O)OCC2(CC2)C#N 6-bromo-8-[(1-cyanocyclopropyl)methoxy]imidazo[1,2-a]pyrazine-2-carboxylic acid